(1-ethyl-4-iodo-pyrazol-3-yl)-2-methyl-propan-1-one C(C)N1N=C(C(=C1)I)C(C(C)C)=O